5-(4-cyclopropyl-6-methoxy-pyrimidin-5-yl)-3-[[4-[1-methyl-4-(trifluoromethyl)imidazol-2-yl]phenyl]methyl]-1-(trideuteriomethyl)pyrazolo[4,3-d]pyrimidine C1(CC1)C1=NC=NC(=C1C=1N=CC2=C(N1)C(=NN2C([2H])([2H])[2H])CC2=CC=C(C=C2)C=2N(C=C(N2)C(F)(F)F)C)OC